2-(5-((5-chloro-4-(piperidin-1-yl)pyrimidin-2-yl)amino)pyridin-3-yl)-8-(1-(4-nitrophenyl)piperidin-4-yl)-2,8-diazaspiro[4.5]decan-1-one ClC=1C(=NC(=NC1)NC=1C=C(C=NC1)N1C(C2(CC1)CCN(CC2)C2CCN(CC2)C2=CC=C(C=C2)[N+](=O)[O-])=O)N2CCCCC2